5-methyl-8-((3R,4S)-3-methyl-4-(4-(tert-amyl)phenoxy)piperidin-1-yl)-6-oxo-5,6-dihydro-1,5-naphthyridine-2-carbonitrile CN1C=2C=CC(=NC2C(=CC1=O)N1C[C@H]([C@H](CC1)OC1=CC=C(C=C1)C(C)(C)CC)C)C#N